C1(CCCC1)C1=C2C=CC=NC2=C(C=C1)C(=O)NC(C)C=CS(=O)(=O)C 5-cyclopentyl-N-(4-(methylsulfonyl)but-3-en-2-yl)quinoline-8-carboxamide